1-(5-(Bromomethyl)pyrazin-2-yl)dihydropyrimidine-2,4(1H,3H)-dione BrCC=1N=CC(=NC1)N1C(NC(CC1)=O)=O